ClCC=1N=C(SC1)N(C(C(C)C1=CC=C(C=C1)CC(C)C)=O)C N-(4-(chloromethyl)thiazol-2-yl)-2-(4-isobutylphenyl)-N-methylpropanamide